COCOC1=C(C=C(C=C1[Si](C)(C)C)C(F)(F)F)P(Cl)C1=C(C=CC=C1OC)OC (2-methoxymethoxy-3-trimethylsilyl-5-trifluoromethylphenyl)-(2,6-dimethoxyphenyl)chlorophosphine